ClC1=CC(=C(C=C1)[C@@H]1OC2=C(C=CC=C2C=C1)C1CCN(CC1)CC1N(C2=C(N1)C=C(C=C2)C(=O)O)C[C@@H](O)CC)F 2-((4-((R)-2-(4-chloro-2-fluorophenyl)-2H-chromen-8-yl)piperidin-1-yl)methyl)-3-(((S)-oxabutane-2-yl)methyl)-1H-benzo[d]imidazole-6-carboxylic acid